1,6-diphenyl-hexylene glycol C1(=CC=CC=C1)C(CCCCC(C1=CC=CC=C1)O)O